5-(difluoromethoxy)-2-thiophenecarboxylic acid methyl ester COC(=O)C=1SC(=CC1)OC(F)F